5-[7-chloro-4-(3,3-difluoro-4-hydroxy-pyrrolidin-1-yl)pyrazolo[1,5-a]pyrazin-2-yl]-1H-pyrimidine-2,4-dione ClC1=CN=C(C=2N1N=C(C2)C=2C(NC(NC2)=O)=O)N2CC(C(C2)O)(F)F